C(C)OC(CNC1=NC=2C=C(C(=CC2C2=C1CCC2)OC)OCCCN2CCCC2)=O.FC2=C(C=CC(=N2)C(=O)NC)N2CCNCC2 6-fluoro-N-methyl-5-(piperazin-1-yl)pyridine-2-carboxamide ethyl-2-({8-methoxy-7-[3-(pyrrolidin-1-yl)propoxy]-1H,2H,3H-cyclopenta[c]quinolin-4-yl}amino)acetate